C1(CC1)N(C(OC(C)(C)C)=O)C1CCN(CC1)C1=C2C=NC(=NC2=C(C=C1)C(NC=1N=C2N(C=C(N=C2C)C)C1)=O)S(=O)C tert-butyl N-cyclopropyl-N-[1-[8-[(6,8-dimethylimidazo[1,2-a]pyrazin-2-yl)carbamoyl]-2-methylsulfinyl-quinazolin-5-yl]-4-piperidyl]carbamate